CC1=CC=CC(=N1)C1=NC=CC(=N1)NC1=NC(=NC=C1)NC=1C=CC(=C(C1)CC(=O)O[C@H](CC)C)N1CCNCC1 [(1S)-1-methylpropyl] 2-[5-[[4-[[2-(6-methyl-2-pyridyl)pyrimidin-4-yl]amino]pyrimidin-2-yl]amino]-2-piperazin-1-yl-phenyl]acetate